C1(=CC=CC=C1)C1=NC2=CC=CC=C2C(=C1)C=O phenylquinoline-4-carbaldehyde